C(C)(C)(C)OOC(CCCCCC(C)(C)C)=O.C(CCCCCC(C)(C)C)(=O)OOC(C)(C)CCC t-hexyl peroxyneodecanoate tert-butyl-peroxyneodecanoate